OCC1=C(C=C(CN2C(C3CC3C2)=O)C=C1)[N+](=O)[O-] 3-(4-(hydroxymethyl)-3-nitrobenzyl)-3-azabicyclo[3.1.0]Hexane-2-one